trans-N-(8-amino-6-((S)-3-hydroxy-2-oxopyrrolidin-1-yl)isoquinolin-3-yl)-2-cyanocyclopropanecarboxamide NC=1C=C(C=C2C=C(N=CC12)NC(=O)[C@H]1[C@@H](C1)C#N)N1C([C@H](CC1)O)=O